Tert-butyl (1S,2S,5R)-2-[(1S)-1-hydroxyethyl]-3,8-diazabicyclo[3.2.1]octane-8-carboxylate O[C@@H](C)[C@@H]1[C@@H]2CC[C@H](CN1)N2C(=O)OC(C)(C)C